FC(C1=CC=C(C=C1)C1=CC(=NC(=N1)C=1C=NC=CC1)C(=O)N[C@H]1CCC2=NC=CC=C21)(F)F (S)-6-(4-trifluoromethylphenyl)-N-((S)-6,7-dihydro-5H-cyclopenta[B]pyridin-5-yl)-2-(pyridin-3-yl)pyrimidine-4-carboxamide